CC12C(CC(CC1)C2(C)C)OC(C=C)=O.FC2=CC(=C(C=C2)N2CN(C(C1=CC=C(C=C21)C(F)(F)F)=O)C=2C=C(C=CC2)NC(C)=O)C N-(3-(1-(4-fluoro-2-methylphenyl)-4-oxo-7-(trifluoromethyl)-1,4-dihydro-quinazolin-3(2H)-yl)phenyl)acetamide 1,7,7-trimethylbicyclo[2.2.1]hept-2-yl-acrylate